C1=C(C=CC=2OC3=C(C21)C=CC=C3)C=3C=C(C=CC3)B(O)O (3-(dibenzo[b,d]furan-2-yl)phenyl)boronic acid